C[C@@H](CO)CN1[C@@H](COCC1)C (R)-2-methyl-3-((R)-3-methylmorpholino)propan-1-ol